O1N=CC(=C1)C1=CC2=C(N(C=N2)C2=CC(=C(C(=O)NCC(F)(F)F)C(=C2)OC)OC)C=C1 4-(5-isoxazol-4-ylbenzimidazol-1-yl)-2,6-dimethoxy-N-(2,2,2-trifluoroethyl)benzamide